NC1=NC=CC=C1C1=NC=2C(=NC=CC2)N1C1=CC=C(CN2CCN(CC2)C(=O)C2=NC=C(C#N)C=C2)C=C1 6-(4-(4-(2-(2-aminopyridin-3-yl)-3H-imidazo[4,5-b]pyridin-3-yl)benzyl)piperazine-1-carbonyl)nicotinonitrile